2-isopropoxyethyl (S)-6-diazo-2-((R)-2-methoxypropanamido)-5-oxohexanoate [N+](=[N-])=CC(CC[C@@H](C(=O)OCCOC(C)C)NC([C@@H](C)OC)=O)=O